C1(CCCCC1)NC(C1=NC(=CC=C1)N1C=NC=C1)=O N-cyclohexyl-6-(1H-imidazol-1-yl)picolinamide